tin-nickel oxide [Ni]=O.[Sn]